P(=O)(OC1=CC=C(C=C1)C)(OC1=CC=C(C=C1)C)OCC di-p-tolyl ethyl phosphate